N-(4-cyano-2-fluoro-phenyl)-4-[(4-fluorophenyl)methyl]-1H-pyrrole-3-sulfonamide C(#N)C1=CC(=C(C=C1)NS(=O)(=O)C1=CNC=C1CC1=CC=C(C=C1)F)F